2-(4-isopropylpiperazin-1-yl)ethanamine C(C)(C)N1CCN(CC1)CCN